CC(=CCCC1(CC=CCC1)C=O)C (4-methyl-3-penten-1-yl)-3-cyclohexene-1-carboxaldehyde